FC1(CC(CC1)NC1=NC(=NC(=N1)NC1CC(CC1)(F)F)C=1N=C(SC1)C(C)(F)F)F N2,N4-bis(3,3-difluorocyclopentyl)-6-(2-(1,1-difluoroethyl)thiazol-4-yl)-1,3,5-triazine-2,4-diamine